C(C)OC(C(=C)C)=O.FC(C(C(C(C(C(C(C(C(C(C(C(F)(F)F)(F)F)(F)F)(F)F)(F)F)(F)F)(F)F)(F)F)(F)F)(F)F)(F)F)(F)F perfluorododecane ethyl-methacrylate